C(#N)C1CC2(C1)C[C@H](N(CC2)CC2=C1C=CNC1=C(C=C2OC)C)C2=CC=C(C(=O)NCC1=CN(C(C=C1)=O)C)C=C2 4-((2R,4s,6S)-2-cyano-7-((5-methoxy-7-methyl-1H-indol-4-yl)methyl)-7-azaspiro[3.5]nonan-6-yl)-N-((1-methyl-6-oxo-1,6-dihydropyridin-3-yl)methyl)benzamide